8-fluoro-6-hydroxy-5-nitro-3,4-dihydronaphthalen-1(2H)-one FC=1C=C(C(=C2CCCC(C12)=O)[N+](=O)[O-])O